C(=O)(OC(C)(C)C)NC(C(=O)O)CCCCCC N-bocaminooctanoic acid